C(CCC)O[C@@H]1CC[C@H](CC1)NC(=O)C1=CN(C2=C1C(N(C=C2C2=CC=CC=C2)C)=O)C N-(trans-4-butoxycyclohexyl)-1,5-dimethyl-4-oxo-7-phenyl-4,5-dihydro-1H-pyrrolo[3,2-c]pyridine-3-carboxamide